(3S)-3-(4-fluorophenoxymethyl)-2-{[5-methyl-2-(pyrimidin-2-yl)phenyl]carbonyl}-2-azabicyclo[3.1.1]heptane FC1=CC=C(OC[C@H]2N(C3CC(C2)C3)C(=O)C3=C(C=CC(=C3)C)C3=NC=CC=N3)C=C1